C(C(=O)O)(=O)O.C[C@]12CC(C[C@](CC1)(N2)C)=O.C[C@]21CC(C[C@](CC2)(N1)C)=O (1R,5S)-1,5-Dimethyl-8-azabicyclo[3.2.1]octan-3-one hemi-oxalate